4-[2-(5-chloro-2-pyridinyl)-2-methyl-1,3-benzodioxan-4-yl]-3,6-dihydro-2H-pyridine-1-carboxylic acid tert-butyl ester C(C)(C)(C)OC(=O)N1CCC(=CC1)C1OC(OC2=C1C=CC=C2)(C)C2=NC=C(C=C2)Cl